C(C)C(C=C)CC 3-ethylpent-1-en